2-(6-methoxy-2',6'-dimethyl-[1,1'-biphenyl]-3-yl)-5-methyl-4-((3-(trifluoromethyl)phenyl)carbamoyl)-1H-imidazole 3-oxide COC1=CC=C(C=C1C1=C(C=CC=C1C)C)C=1NC(=C([N+]1[O-])C(NC1=CC(=CC=C1)C(F)(F)F)=O)C